C[C@H](C1=C([CH-]C=C1)P(C2=CC=CC=C2)C3=CC=CC=C3)N(C)C.[CH-]1C=CC=C1P(C2=CC=CC=C2)C3=CC=CC=C3.[Fe+2] (R)-N,N-dimethyl-1-[(S)-1',2-bis(diphenylphosphino)ferrocenyl]ethylamine